C[C@@H]1NC2=CC=C3C(=C2CC1)N=C(N3CCNCC3=NC=NC=C3)CCN3C(C=CC=C3)=O (7S)-7-Methyl-2-[2-(2-oxo-1,2-dihydropyridin-1-yl)ethyl]-3-(2-{[(pyrimidin-4-yl)methyl]amino}ethyl)-3H,6H,7H,8H,9H-imidazo[4,5-f]chinolin